C(C)O[C@@H]([C@]1(CN(CC1)C(C)(C)C=1C=CC(=NC1)C)CCC=1SC(=CC1)F)F |o1:4| 5-(2-((R or S)-3-((R)-ethoxyfluoro-methyl)-3-(2-(5-fluorothiophen-2-yl)ethyl)pyrrolidin-1-yl)propan-2-yl)-2-methylpyridine